4-[2-[4-[4-methyl-1-[4-(trifluoromethyl)phenyl]pyrazol-3-yl]piperazin-1-yl]ethyl]-1,4-thiazinane 1,1-dioxide CC=1C(=NN(C1)C1=CC=C(C=C1)C(F)(F)F)N1CCN(CC1)CCN1CCS(CC1)(=O)=O